C(#N)CCNC1=NC(=CC(=C1)C=1C=C(C#N)C=CC1C1=NN=CN1C)C=1OC2=C(N1)C=C(C=C2C(F)(F)F)CNCC(C)(C)O 3-{2-[(2-Cyanoethyl)amino]-6-(5-{[(2-hydroxy-2-methylpropyl)amino]methyl}-7-(trifluoromethyl)-1,3-benzoxazol-2-yl)pyridin-4-yl}-4-(4-methyl-1,2,4-triazol-3-yl)benzonitrile